5-((4-(sec-butylamino)-5-fluoropyrimidin-2-yl)amino)benzo[c][1,2]oxaborol-1(3H)-ol C(C)(CC)NC1=NC(=NC=C1F)NC1=CC2=C(B(OC2)O)C=C1